4,6-dimethoxypyrimidine COC1=NC=NC(=C1)OC